[K+].CC(CC)(CC)C=1C(=CC(=C(C(=O)[O-])C1)C)O 5-(1-methyl-1-ethylpropyl)-4-hydroxy-2-methylbenzoic acid, potassium salt